C1(CC1)C([C@@H](C(=O)NC=1C(=CC(=C(C1)NC(OC)=O)C(C(NCC(F)(F)F)=O)C)F)NC(=O)C1=CC=NN1C(C)C)C1CC1 methyl (5-((S)-3,3-dicyclopropyl-2-(1-isopropyl-1H-pyrazole-5-carboxamido)propanamido)-4-fluoro-2-(1-oxo-1-((2,2,2-trifluoroethyl)amino)propan-2-yl)phenyl)carbamate